oxyl-6-(2-methoxyethoxy)-N-methyl-1H-indole-1-carboxamide OC=1N(C2=CC(=CC=C2C1)OCCOC)C(=O)NC